dodecanedioic acid sebacamide salt C(CCCCCCCCC(=O)N)(=O)N.C(CCCCCCCCCCC(=O)O)(=O)O